SCCC(=O)OCC(COC(CCS)=O)(COCC(COC(CCS)=O)(CO)CO)CO dipentaerythritol tris(3-mercaptopropionate)